5-((6-(2-hydroxy-2-(4-methyl-1-oxo-1,3-dihydroisobenzofuran-5-yl)ethyl)-5,6,7,8-tetrahydropyrido[4,3-d]pyrimidin-2-yl)amino)nicotinonitrile OC(CN1CC2=C(N=C(N=C2)NC=2C=NC=C(C#N)C2)CC1)C=1C(=C2COC(C2=CC1)=O)C